1-(5-(4-((1-aminopiperidin-4-yl)methyl)piperazine-1-carbonyl)-2-methoxyphenyl)dihydropyrimidine-2,4(1H,3H)-dione NN1CCC(CC1)CN1CCN(CC1)C(=O)C=1C=CC(=C(C1)N1C(NC(CC1)=O)=O)OC